CO/C=C(/C(=O)OC)\C1=C(C=CC=C1)CSC=1SC2=C(N1)C=C(C=C2)OC methyl (E)-3-methoxy-2-[2-[(5-methoxy-1,3-benzothiazol-2-yl)sulfanylmethyl]phenyl]prop-2-enoate